5-chloro-6-(2,2-difluorocyclopropyl)-N-[(5-fluoro-4-methylpyridin-3-yl)methyl]pyridine-3-carboxamide ClC=1C=C(C=NC1C1C(C1)(F)F)C(=O)NCC=1C=NC=C(C1C)F